methyl 2-[(1s,4s)-2-oxa-5-azabicyclo[2.2.1]hept-5-yl]-5,7-dihydrofuro[3,4-b]pyridine-3-carboxylate [C@@H]12OC[C@@H](N(C1)C1=C(C=C3C(=N1)COC3)C(=O)OC)C2